N-[3-(p-isopropylbenzenesulfonyloxy)phenyl]-N'-[4-(p-isopropylbenzenesulfonyloxy)phenyl]urea C(C)(C)C1=CC=C(C=C1)S(=O)(=O)OC=1C=C(C=CC1)NC(=O)NC1=CC=C(C=C1)OS(=O)(=O)C1=CC=C(C=C1)C(C)C